[(1R,5S,6r)-6-(4-ethyl-5,5-dimethyl-4,5-dihydro-1,2,4-oxadiazol-3-yl)-3-azabicyclo[3.1.0]hex-3-yl](1-isopropyl-1H-imidazol-4-yl)methanone C(C)N1C(=NOC1(C)C)C1[C@H]2CN(C[C@@H]12)C(=O)C=1N=CN(C1)C(C)C